benzyl N-[3-amino-3-(4-bromo-2H-indazol-3-yl)propyl]-N-methyl-carbamate NC(CCN(C(OCC1=CC=CC=C1)=O)C)C=1NN=C2C=CC=C(C12)Br